[(2S,4R,6R)-6-(1-cyclopropylpyrazol-4-yl)-4-[4-(2,4-difluorophenyl)-6,7-dimethyl-5,6,7,8-tetrahydropteridin-2-yl]tetrahydropyran-2-yl]methanol C1(CC1)N1N=CC(=C1)[C@H]1C[C@H](C[C@H](O1)CO)C1=NC=2NC(C(NC2C(=N1)C1=C(C=C(C=C1)F)F)C)C